ClC=1N=C2C(=C(C(N(C2=CC1)C)=O)C#N)N1C[C@H]2CN[C@@H]([C@H]2C1)C 6-chloro-1-methyl-4-((3aR,4R,6aR)-4-methylhexahydropyrrolo[3,4-c]pyrrol-2(1H)-yl)-2-oxo-1,2-dihydro-1,5-naphthyridine-3-carbonitrile